C(CC)C1CC(N(C1)CN1C(=NC2=C1C=CC=C2)C=2NC=CC2)=O 4-propyl-1-{[2-(1H-pyrrol-2-yl)-1H-benzimidazol-1-yl]methyl}pyrrolidin-2-one